difluoro-4,4''-bis(trifluoromethoxy)-[1,1':4',1''-terphenyl]-2',5'-diol FC=1C(=C(C(=C(C1C1=CC=C(C=C1)OC(F)(F)F)O)F)C1=CC=C(C=C1)OC(F)(F)F)O